N1=CC(=CC=C1)C(C=O)C 2-(pyridin-3-yl)propan-1-one